IC1=CC=C(C=2COC(OCC21)C=2N=C(SC2)C2CCN(CC2)C(CC2=C(C=CC(=C2)C)C)=O)OS(=O)(=O)C 4-[4-(6-iodo-9-methylsulfonyloxy-1,5-dihydro-3H-2,4-benzodioxepin-3-yl)-2-thiazolyl]-1-[2-(2,5-dimethylphenyl)acetyl]piperidine